6-(5-cyclopropyl-6-methoxypyrazolo[1,5-a]pyrimidin-3-yl)-3,5-difluoro-N-((3S,4S)-4-fluoropiperidin-3-yl)pyridin-2-amine C1(CC1)C1=NC=2N(C=C1OC)N=CC2C2=C(C=C(C(=N2)N[C@H]2CNCC[C@@H]2F)F)F